[Li+].C1(=CC=CC=C1)C=1C(=C(C(=O)P([O-])([O-])=O)C(=CC1C)C)C.C(=O)(OC(C)(C)C)N1C(=CC=C1)[Si](O)(C)C.[Li+] (N-Boc-2-pyrrolyl)dimethylsilanol phenyl-2,4,6-trimethylbenzoylphosphonate lithium